(2E)-3-(1-aminopropan-2-yl)-9,10-dimethoxy-2-[(2,4,6-trimethylphenyl)imino]-6H,7H-pyrimido[4,3-a]isoquinolin-4-one NCC(C)N/1C(N2C(C3=CC(=C(C=C3CC2)OC)OC)=C\C1=N/C1=C(C=C(C=C1C)C)C)=O